4-oxo-N-[[6-[[[rac-(1S,2S,4S)-7-oxabicyclo[2.2.1]hept-5-en-2-yl]methylamino]methyl]imidazo[1,2-a]pyridin-2-yl]methyl]pyrido[1,2-a]pyrimidine-2-carboxamide O=C1C=C(N=C2N1C=CC=C2)C(=O)NCC=2N=C1N(C=C(C=C1)CNC[C@H]1[C@@H]3C=C[C@H](C1)O3)C2 |r|